ClC1=CC=C(C=C1)C1=CC(=NC(=N1)C=1C=NN(C1)C)N1C[C@@H](CCC1)O (R)-1-(6-(4-chlorophenyl)-2-(1-methyl-1H-pyrazol-4-yl)pyrimidin-4-yl)piperidin-3-ol